8-benzyl 7-methyl (R)-1,4-dioxa-8-azaspiro[4.5]decane-7,8-dicarboxylate O1CCOC12C[C@@H](N(CC2)C(=O)OCC2=CC=CC=C2)C(=O)OC